ClC1=C(C=C2C=C(N=CC2=C1)NC(=O)[C@@H]1[C@@H]([C@H]1C=1C=NN(C1)C)CC)[C@@H]1CC12CC2 (1R,2R,3R)-N-(7-chloro-6R-(spiro[2.2]pentan-1-yl)isoquinolin-3-yl)-2-ethyl-3-(1-methyl-1H-pyrazol-4-yl)cyclopropane-1-carboxamide